C1(=CC=CC=C1)CS(=O)(=O)OC1=C(O[C@](C1=O)([2H])C1=CC=C(C=C1)Cl)N (R)-2-amino-5-(4-chlorophenyl)-4-oxo-4,5-dihydrofuran-3-yl-5-d phenylmethanesulfonate